2-methyl-5-(4-nitrophenoxy)isonicotinic acid CC=1C=C(C(=O)O)C(=CN1)OC1=CC=C(C=C1)[N+](=O)[O-]